BrC=1C=C2C=NNC2=C(C1F)F 5-bromo-6,7-difluoro-1H-indazole